(4-chlorobenzyl)-8-(3-cyclobutoxyprop-1-yn-1-yl)-1-(3-hydroxypropyl)-3-isopropyl-3,7-dihydro-1H-purine-2,6-dione ClC1=CC=C(CN2C(=NC=3N(C(N(C(C23)=O)CCCO)=O)C(C)C)C#CCOC2CCC2)C=C1